C(C)(C)(C)C1=C(C=CC=C1)C1=CC=CC=2NC=NC21 4-(tert-butylphenyl)-1H-benzimidazole